CN1CCC(CC1)CCN1CCN(CC1)C(=O)OC1=CC=C2C(=CC=NC2=C1)NC1=C(N=NC(=C1)C1=C(C=CC(=C1)Cl)F)C 4-{[6-(5-chloro-2-fluorophenyl)-3-methylpyridazin-4-yl]amino}quinolin-7-yl 4-[2-(1-methylpiperidin-4-yl)ethyl]piperazine-1-carboxylate